(5S)-2-[(5-Chloro-3-fluoropyridin-2-yl)methyl]-5-{[trans-3,4-difluoropyrrolidin-1-yl]carbonyl}-5,6,7,8-tetrahydro[1,2,4]triazolo[4,3-a]pyridin-3(2H)-one ClC=1C=C(C(=NC1)CN1N=C2N([C@@H](CCC2)C(=O)N2C[C@H]([C@@H](C2)F)F)C1=O)F